2-phenoxy-9,10-di(n-pentoxy)anthracene O(C1=CC=CC=C1)C1=CC2=C(C3=CC=CC=C3C(=C2C=C1)OCCCCC)OCCCCC